1-tert-Butyl 4-[4-[7-chloro-2-(oxan-2-yl)indazol-4-yl]-3-[(2-methylpropan-2-yl)oxycarbonylamino]-2-oxo-1H-quinolin-6-yl]piperidine-1-carboxylate ClC1=CC=C(C2=CN(N=C12)C1OCCCC1)C1=C(C(NC2=CC=C(C=C12)C1CCN(CC1)C(=O)OC(C)(C)C)=O)NC(=O)OC(C)(C)C